S(=O)(=O)(O)O.C1(=CC=CC=C1)OCC1=CC=CC=C1 benzyl phenyl ether sulfate salt